[9-(2,6-difluorophenyl)-3-methyl-16-thia-2,4,5,8-tetrazatetracyclo[8.6.0.02,6.011,15]hexadeca-1(10),3,5,8,11(15)-pentaen-13-yl]methanol FC1=C(C(=CC=C1)F)C1=NCC2=NN=C(N2C=2SC=3CC(CC3C12)CO)C